CN1N=CC(=C1C=1C=C(C=CC1)N1C(C2=CC=CC(=C2C1)C(F)(F)F)=O)C1=NN=CN1C 2-{3-[2-methyl-4-(4-methyl-1,2,4-triazol-3-yl)pyrazol-3-yl]phenyl}-4-(trifluoromethyl)-3H-isoindol-1-one